N-(3,4-difluorophenyl)-5-fluorobenzo[d]oxazol-2-amine FC=1C=C(C=CC1F)NC=1OC2=C(N1)C=C(C=C2)F